COC=1C=C(\C=C/2\C(N(C(C2)=O)C(CCCCCC[NH-])O)=O)C=CC1OC (E)-7-(3-(3,4-dimethoxybenzylidene)-2,5-diketopyrrolidinyl)-N-hydroxyheptylamide